4-(4-fluorophenyl)-4-(2-fluorophenyl)butanoic acid FC1=CC=C(C=C1)C(CCC(=O)O)C1=C(C=CC=C1)F